ClC1=C(C=CC=C1)CS(=O)(=O)NCCN1C2=C(NC(CC1=O)=O)C1=CC=CC=C1C=C2 1-(2-chlorophenyl)-N-[2-(2,4-dioxo-1,2,3,4-tetrahydronaphtho[1,2-b][1,4]diazepin-5-yl)ethyl]methanesulfonamide